ClC=1C=C(C=CC1F)NC(N(C=1C=NC(=CC1)OC)CC1=NNC(=C1)C(F)F)=O (3-Chloro-4-fluorophenyl)-1-((5-(difluoromethyl)-1H-pyrazol-3-yl)methyl)-1-(6-methoxypyridin-3-yl)urea